ClC1=C(C=C(C=C1)C1=CC(=NO1)C1=C(C(=NN1C)OS(=O)(=O)C(C(C(C(F)(F)F)(F)F)(F)F)(F)F)C(F)(F)F)C(N(CC)C1CC1)=O [5-[5-[4-chloro-3-[cyclopropyl(ethyl)carbamoyl] phenyl]isoxazol-3-yl]-1-methyl-4-(trifluoromethyl)pyrazol-3-yl]1,1,2,2,3,3,4,4,4-nonafluorobutane-1-sulfonate